ClC=1C=CC=C(C1OC1=CN(C(C=C1)=O)C1=CCCCC1)Cl 3,5-Dichloro-4-((1-(cyclohex-1-en-1-yl)-6-oxo-1,6-dihydropyridin-3-yl)oxy)benzene